N-(2-methyl-5-nitrophenyl)-3-(8-methyl-9-(tetrahydro-2H-pyran-2-yl)-9H-purin-6-yl)pyridin-2-amine CC1=C(C=C(C=C1)[N+](=O)[O-])NC1=NC=CC=C1C1=C2N=C(N(C2=NC=N1)C1OCCCC1)C